5-(2-(((R)-((S)-7-(1-methyl-1H-pyrazol-4-yl)-2,3-dihydro-1H-pyrido[2,3-b][1,4]oxazin-3-yl)(phenyl)methyl)amino)ethyl)pyridin-2(1H)-one CN1N=CC(=C1)C1=CC2=C(O[C@@H](CN2)[C@@H](C2=CC=CC=C2)NCCC=2C=CC(NC2)=O)N=C1